ClC1=C(C=CC=C1)C1COCC(CN1)=C 3-(2-chlorophenyl)-6-methylene-1,4-oxazepan